CS=NS(=O)(=O)C1=CC=C(C=C1)OCC#C N-(methylsulfaneylidene)-4-(prop-2-yn-1-yloxy)benzenesulfonamide